2-[(1R,5S)-3-azabicyclo[3.2.0]heptan-3-yl]-N-(2-cyano-4-pyridyl)-5-(tri-fluoromethyl)pyridine-3-carboxamide [C@@H]12CN(C[C@H]2CC1)C1=NC=C(C=C1C(=O)NC1=CC(=NC=C1)C#N)C(F)(F)F